4-hydroxy-N-((S)-1-(4-(4-methylthiazol-5-yl)phenyl)ethyl)pyrrolidine-2-carboxamide bis(hydrochloride) salt Cl.Cl.OC1CC(NC1)C(=O)N[C@@H](C)C1=CC=C(C=C1)C1=C(N=CS1)C